7-[2-(3-chloro-2-pyridinyl)-5-(trifluoromethyl)pyrazol-3-yl]-5-methyl-1H-triazolo[4,5-f][3,1]benzoxazin-9-one ClC=1C(=NC=CC1)N1N=C(C=C1C1=NC2=C(C(O1)=O)C1=C(C=C2C)N=NN1)C(F)(F)F